6-Fluoro-4-(4-fluorophenyl)-N-((1-methylazetidin-3-yl)methyl)-3,4-dihydroquinoxaline FC=1C=C2N(CCN(C2=CC1)CC1CN(C1)C)C1=CC=C(C=C1)F